C(CC(=O)N)C(=O)C(=O)O The molecule is a 2-oxo monocarboxylic acid. It derives from a glutaramic acid. It is a conjugate acid of a 2-oxoglutaramate.